2-(4-aminopiperidin-1-yl)-4-(4-cyano-3-fluorophenyl)-5-(2-methyl-2H-indazol-5-yl)nicotinonitrile hydrochloride Cl.NC1CCN(CC1)C1=C(C#N)C(=C(C=N1)C1=CC2=CN(N=C2C=C1)C)C1=CC(=C(C=C1)C#N)F